1-((S)-4-(6-chloro-7-(8-chloronaphthalen-1-yl)-2-(((S)-1-methylpyrrolidin-2-yl)methoxy)quinazolin-4-yl)-3-methylpiperazin-1-yl)prop-2-en-1-one ClC=1C=C2C(=NC(=NC2=CC1C1=CC=CC2=CC=CC(=C12)Cl)OC[C@H]1N(CCC1)C)N1[C@H](CN(CC1)C(C=C)=O)C